4,4'-bis(3-aminophenoxy)biphenyl Tert-butyl-N-(3-fluoro-4,5,6,7-tetrahydrobenzothiophen-5-yl)-N-methyl-carbamate C(C)(C)(C)OC(N(C)C1CCC2=C(C(=CS2)F)C1)=O.NC=1C=C(OC2=CC=C(C=C2)C2=CC=C(C=C2)OC2=CC(=CC=C2)N)C=CC1